[Re](=O)(=O)(=O)[O-].[NH4+] Ammonium perrhenat